N12CC(CC(CC1)CC2)=O 1-azabicyclo[3.2.2]nonan-3-one